Br\C=C(/C)\C1=CC=C(C=C1)Cl 1-[(1E)-1-Bromoprop-1-en-2-yl]-4-chlorobenzenE